7-methoxy-2-(2-morpholinobenzyl)imidazo[1,2-c]quinazolin-5-amine COC1=CC=CC=2C=3N(C(=NC12)N)C=C(N3)CC3=C(C=CC=C3)N3CCOCC3